ClCCCC1(N(CC(C1O)O)C(=O)OC(C)(C)C)C(=O)OC 1-(tert-Butyl) 2-methyl 2-(3-chloropropyl)-3,4-dihydroxypyrrolidine-1,2-dicarboxylate